FC(C(C(C(F)(F)F)(F)F)(F)F)(S(=O)(=O)[N-]C(C(C(F)(F)F)(C(F)(F)F)F)=O)F ((perfluorobutyl)sulfonyl)(2,3,3,3-tetrafluoro-2-(trifluoromethyl)propanoyl)amide